COC=1N(C(=CN1)C(=O)N)C 2-methoxy-1-methyl-1H-imidazole-5-carboxamide